COC(=O)CCCCCCCCCC=C1C2=CC=CC=C2C(C=2C=CC=CC12)=CCCCCCCCCCC(=O)OC 9,10-bis(methoxycarbonyldecamethylene)anthracene